phenyl-N-((trifluoromethyl)sulfonyl)methanesulfonamide C1(=CC=CC=C1)CS(=O)(=O)NS(=O)(=O)C(F)(F)F